C1(CC1)N1N=CC(=C1)[C@H]1C=C(CCO1)C1=NC2=NC(=C(N=C2C(=N1)C1=C(C=C(C(=C1)F)C)F)C)C 2-[(6R)-6-(1-cyclopropylpyrazol-4-yl)-3,6-dihydro-2H-pyran-4-yl]-4-(2,5-difluoro-4-methyl-phenyl)-6,7-dimethyl-pteridine